(2,5-dimethylphenyl)(imino)(methyl)-lambda6-sulfane CC1=C(C=C(C=C1)C)[SH2](C)=N